C(C=C)(=O)NC1=C(C=C(C(=C1)NC1=NC=NC(=C1)N1OCC[C@@H]1C=1C=C(C=CC1)C1=CC(=CC=C1)F)OC)N1CC2(CN(C2)C(=O)OC(C)(C)C)C1 tert-butyl (R)-6-(2-acrylamido-4-((6-(3-(3'-fluoro-[1,1'-biphenyl]-3-yl)isoxazolidin-2-yl)pyrimidin-4-yl)amino)-5-methoxyphenyl)-2,6-diazaspiro[3.3]heptane-2-carboxylate